ClC=1C(=NNC1)C1=NC(=NC=C1C(F)(F)F)N[C@@H]1CC[C@H](CC1)N(C(=O)N1CC(C1)(C)O)C1=NC=C(N=C1)C=1C=NC(=NC1)OC N-(trans-4-((4-(4-chloro-1H-pyrazol-3-yl)-5-(trifluoro-methyl)pyrimidin-2-yl)-amino)cyclohexyl)-3-hydroxy-N-(5-(2-methoxypyrimidin-5-yl)pyrazin-2-yl)-3-methylazetidine-1-carboxamide